1-methyl-1H-pyrazole-3-carbonitrile CN1N=C(C=C1)C#N